P(O)(=O)(OP(=O)(O)OP(=O)(O)O)OC[C@@H]1[C@H](C[C@@H](O1)N1N=NC=2C(=O)NC(N)=NC12)O 8-aza-2'-deoxyguanosine triphosphate